difluoromethyl-phenylglycine methyl ester COC(C(NC(F)F)C1=CC=CC=C1)=O